ONC(=O)C1(CCC1)OC1=C(C=CC(=C1)N(C1=NC(=NC2=CC=CC=C12)C)C)OC N-hydroxy-1-(2-methoxy-5-(methyl-(2-methylquinazol-4-yl)amino)phenoxy)cyclobutane-1-carboxamide